N-(4-(4-methylpiperazin-1-yl)phenyl)-4-(4-(methylsulfonyl)thiophen-2-yl)-5-(trifluoromethyl)pyrimidin-2-amine CN1CCN(CC1)C1=CC=C(C=C1)NC1=NC=C(C(=N1)C=1SC=C(C1)S(=O)(=O)C)C(F)(F)F